FC1=CC=C(C=C1)C(=O)N1CCC(CC1)=C (4-fluorophenyl)(4-methylenepiperidin-1-yl)methanone